BrC1=CC2=C(N=C(N(C2=O)CC)[C@H](CCC)N2CCNC[C@H](C2)C)N=C1 6-bromo-3-ethyl-2-((S)-1-((R)-6-methyl-1,4-diazepan-1-yl)butyl)pyrido[2,3-d]pyrimidin-4(3H)-one